[1,4,7,10,13,16,19,22,25,28,31]undecaazacyclotetratriacontine N1=CC=NC=CN=CC=NC=CN=CC=NC=CN=CC=NC=CN=CC=NC=CN=CC=C1